FC=1C=C(C=C(C1)F)C1=CC2=C(O[C@@H](CN2S(=O)(=O)C2=CC(=CC=C2)C(F)(F)F)CC2(CCC2)C(=O)O)C=C1 (R)-1-((6-(3,5-difluorophenyl)-4-((3-(trifluoromethyl)phenyl)-sulfonyl)-3,4-dihydro-2H-benzo[b][1,4]oxazin-2-yl)methyl)cyclobutane-1-carboxylic acid